COC1=CC=C(C=C1)NS(=O)(=O)C1=CC(=CC=C1)C(=O)N1C(CC2=CC=CC=C12)C N-(4-methoxyphenyl)-3-(2-methylindoline-1-carbonyl)benzenesulfonamide